1-[2-(2,6-Dioxopiperidin-3-yl)-1-oxo-3H-isoindol-5-yl]pyrrolidine-3-carbaldehyde O=C1NC(CCC1N1C(C2=CC=C(C=C2C1)N1CC(CC1)C=O)=O)=O